O1CCC2=C1C=CC(=C2)C(=O)N 2,3-dihydrobenzofurane-5-carboxamide